(E)-3-((3-iodo-4-methoxy-1H-indazol-6-yl)methylene)-5-methoxyindoline IC1=NNC2=CC(=CC(=C12)OC)\C=C/1\CNC2=CC=C(C=C12)OC